3-(5-chloro-2-fluorophenyl)-2-{3-[(2S)-pyrrolidin-2-ylmethoxy]pyridin-4-yl}-1H-pyrrolo[3,2-b]pyridine hydrochloride Cl.ClC=1C=CC(=C(C1)C1=C(NC=2C1=NC=CC2)C2=C(C=NC=C2)OC[C@H]2NCCC2)F